thio-nitrite N(=S)[O-]